4-[5-(2-fluoropyridin-4-yl)-1H-pyrazol-3-yl]-N,N-dimethylaniline FC1=NC=CC(=C1)C1=CC(=NN1)C1=CC=C(N(C)C)C=C1